2,7-octadiene CC=CCCCC=C